C(C)(C)(C)OC(N[C@@H]1CN(CC1)C1=C(C=CC(=C1)Br)NC(C1=C(C(=NC=C1)C1=C(C=CC=C1OC)F)F)=O)=O tert-butyl((3s)-1-(5-bromo-2-(3-fluoro-2-(2-fluoro-6-methoxyphenyl)isonicotinamido)phenyl)pyrrolidin-3-yl)carbamate